5-methacryloyloxynorbornane-2,6-sultone C(C(=C)C)(=O)OC1C2CC3C(C1OS3(=O)=O)C2